FC1(C(C=2C(=CN(C2CC1)S(=O)(=O)C1=CC=CC=C1)C(F)(F)F)O)F 5,5-difluoro-1-(benzenesulfonyl)-3-(trifluoromethyl)-4,5,6,7-tetrahydro-1H-indol-4-ol